2-[3-ethylsulfonyl-2-[5-oxo-3-(trifluoromethyl)-7H-pyrrolo[3,4-b]pyridin-6-yl]imidazo[1,2-a]pyridin-6-yl]oxy-2-methyl-propionamide C(C)S(=O)(=O)C1=C(N=C2N1C=C(C=C2)OC(C(=O)N)(C)C)N2CC1=NC=C(C=C1C2=O)C(F)(F)F